C(\C=C\C(=O)OC(C)(C)CC)(=O)[O-] 4-tert-pentyl fumarate